8-(2-methoxy-5-propoxybenzylsulfonyl)-1,3,7-trimethyl-1H-purine-2,6(3H,7H)-dione COC1=C(CS(=O)(=O)C2=NC=3N(C(N(C(C3N2C)=O)C)=O)C)C=C(C=C1)OCCC